CN1C(CCC2=CC(=CC=C12)C1=CN=CC=2C(CCCC12)C(=O)O)=O 4-(1-methyl-2-oxo-1,2,3,4-tetrahydroquinoline-6-yl)-5,6,7,8-tetrahydroisoquinoline-8-carboxylic acid